8,8,11-Trimethyl-2-(4-nitrophenyl)-2-(2-oxopropyl)-5-pentyl-4H,8H-benzo[c][1,3]dioxino[4,5-f]chromen-4-on CC1(OC2=CC(=C3C(=C2C2=C1C=CC(=C2)C)OC(OC3=O)(CC(C)=O)C3=CC=C(C=C3)[N+](=O)[O-])CCCCC)C